BrCC1=CC=C(C=C1)CBr para-bis(bromomethyl)benzene